CS(=O)C=1C=CC=2C(N(C(C3=CC=CC1C23)=O)C2=CC=CC=C2)=O 6-(methylsulfinyl)-2-phenyl-1H-benzo[de]isoquinoline-1,3(2H)-dione